FC(C=1C(=NC=CC1)[C@@H](C1(CCCC1)C)NC1=C(C(C1=O)=O)NC1=C(C(=NC=C1)C(=O)N(C)C)O)F (R)-4-((2-(((3-(difluoromethyl)pyridin-2-yl)(1-methylcyclopentyl)methyl)amino)-3,4-dioxocyclobut-1-en-1-yl)amino)-3-hydroxy-N,N-dimethylpicolinamide